bismuth tetraoxide [O-2].[O-2].[O-2].[O-2].[Bi]